(6R,7aR)-7a-(((tert-Butyldiphenylsilyl)oxy)methyl)-6-fluoro-5,6,7,7a-tetrahydro-3H-pyrrolizin-3-one [Si](C1=CC=CC=C1)(C1=CC=CC=C1)(C(C)(C)C)OC[C@@]12C[C@H](CN2C(C=C1)=O)F